NC1=NN2C(C=C(C=C2)C=2C=NC(=C(C(=O)NC([2H])([2H])C3=C(C=CC(=C3)C(F)(F)F)F)C2)OC([2H])([2H])[2H])=N1 5-(2-amino-[1,2,4]triazolo[1,5-a]pyridin-7-yl)-N-((2-fluoro-5-(trifluoromethyl)phenyl)methyl-d2)-2-(methoxy-d3)nicotinamide